4-(3-(cyclobutylmethyl)-6-(3,5-dimethylisoxazol-4-yl)-1H-pyrrolo[3,2-b]pyridin-1-yl)picolinonitrile C1(CCC1)CC1=CN(C=2C1=NC=C(C2)C=2C(=NOC2C)C)C2=CC(=NC=C2)C#N